ClC1=C(C=CC=C1Cl)C1=NNC2=NC(=CN=C21)N2CC1C(C1CC2)(C2=NC=CC=C2)CN (3-(3-(2,3-Dichlorophenyl)-1H-pyrazolo[3,4-b]pyrazin-6-yl)-7-(pyridin-2-yl)-3-azabicyclo[4.1.0]heptan-7-yl)methanamine